3-(6-Cyclopropyl-5'-fluoro-6'-methyl-[3,4'-bipyridin]-2'-yl)-5-(5-fluoropyridin-2-yl)-1,2,4-oxadiazole C1(CC1)C1=CC=C(C=N1)C1=CC(=NC(=C1F)C)C1=NOC(=N1)C1=NC=C(C=C1)F